ClC=1C(=NN2C1CN(CC(C2)(F)F)C2=C(C=NC(=N2)S(=O)C)C#N)C(N(C)C)=O 6-[3-chloro-2-(dimethylcarbamoyl)-7,7-difluoro-6,8-dihydro-4H-pyrazolo[1,5-a][1,4]diazepin-5-yl]-5-cyano-2-methylsulfinyl-pyrimidin